6-(o-tolyl)-1-(2-pyrrolidin-1-ylethyl)-3H-imidazo[4,5-b]pyridin-2-one C1(=C(C=CC=C1)C=1C=C2C(=NC1)NC(N2CCN2CCCC2)=O)C